P(=O)(OCCCC(=O)N1C(=C(C2=CC(=CC=C12)C1CCN(CC1)CC(=O)N)C(C)C)C=1C(=C(C=2N(C1)N=CN2)C)C)(O)O 4-(5-(1-(2-amino-2-oxoethyl)piperidin-4-yl)-2-(7,8-dimethyl-[1,2,4]triazolo[1,5-a]pyridin-6-yl)-3-isopropyl-1H-indol-1-yl)-4-oxobutyl dihydrogen phosphate